1-benzyl-1'-phenyl-4,4'-bipyridinium C(C1=CC=CC=C1)[N+]1=CC=C(C=C1)C1=CC=[N+](C=C1)C1=CC=CC=C1